C(=O)(O)[C@@H](CC=1C=C(CN(C([2H])([2H])C=2C=C(C=CC2)C[C@H](C(=O)O)[C@@H]2CNCC2)C([2H])([2H])C=2C=C(C=CC2)C[C@H](C(=O)O)[C@@H]2CNCC2)C=CC1)[C@@H]1CNCC1 (2S,2'S)-3,3'-((((3-((S)-2-carboxy-2-((R)-pyrrolidin-3-yl)ethyl)benzyl)azanediyl)bis(methylene-d2))bis(3,1-phenylene))bis(2-((R)-pyrrolidin-3-yl)propanoic acid)